1-(5-oxohexyl)-3,7-dimethylpurine-2,6-dione O=C(CCCCN1C(N(C=2N=CN(C2C1=O)C)C)=O)C